C(C1=CC=CC=C1)N1C[C@@]2(C[C@@H]2C1)CO [(1S,5S)-3-benzyl-3-azabicyclo[3.1.0]hexan-1-yl]methanol